4,7-dihydroxyquinoline OC1=CC=NC2=CC(=CC=C12)O